ClC1=CC=C(C=C1)C1=CC(=NC(=C1)C1=NC=CC=C1)C1=NC=CC=C1 4'-(4-chlorophenyl)-2,2':6',2''-terpyridine